C(C)(C)(C)OC(=O)N1[C@@H](COCC1)C=1C=C(C=C2CCN(CC12)C(C(C)(C)O)=O)C=1C=C2C(=NC1)NC=C2C2CC2 (R)-3-(6-(3-cyclopropyl-1H-pyrrolo[2,3-b]pyridin-5-yl)-2-(2-hydroxy-2-methylpropanoyl)-1,2,3,4-tetrahydroisoquinolin-8-yl)morpholine-4-carboxylic acid tert-butyl ester